CC[C@H](C)[C@@H](C(=O)N[C@@H]([C@@H](C)CC)C(=O)N[C@@H](CCCCN)C(=O)N[C@@H](CC(=O)N)C(=O)N[C@@H](C)C(=O)N[C@@H](CC1=CC=C(C=C1)O)C(=O)N[C@@H](CCCCN)C(=O)N[C@@H](CCCCN)C(=O)NCC(=O)N[C@@H](CCC(=O)N)C(=O)O)NC(=O)[C@H](C)NC(=O)[C@H](CC(=O)N)NC(=O)[C@H](CCCCN)NC(=O)[C@H](CC2=CC=CC=C2)NC(=O)[C@H](CC(C)C)NC(=O)[C@H]([C@@H](C)O)NC(=O)[C@H](C(C)C)NC(=O)[C@H](CC(C)C)NC(=O)[C@@H]3CCCN3C(=O)[C@H]([C@@H](C)O)NC(=O)[C@H](CCC(=O)N)NC(=O)[C@H](CO)NC(=O)[C@H](CCCCN)NC(=O)[C@H](CCC(=O)N)NC(=O)[C@H](CO)NC(=O)[C@H]([C@@H](C)O)NC(=O)[C@H](CCSC)NC(=O)[C@H](CC4=CC=CC=C4)NC(=O)CNC(=O)CNC(=O)[C@H](CC5=CC=C(C=C5)O)N The molecule is a polypeptide consisting of 31 amino acid residues in the sequence Tyr-Gly-Gly-Phe-Met-Thr-Ser-Glu-Lys-Ser-Gln-Thr-Pro-Leu-Val-Thr-Leu-Phe-Lys-Asn-Ala-Ile-Ile-Lys-Asn-Ala-Tyr-Lys-Lys-Gly-Glu. It is an endogenous opioid peptide neurotransmitter found in the neurons of both the central and peripheral nervous system and results from processing of the precursor protein proopiomelanocortin (POMC). It has a role as a neurotransmitter.